C(#N)/C(/C(=O)NC1=CC=C(C=C1)CC(=O)OC)=C(\C=1C=NOC1C)/O methyl 2-[4-[[(Z)-2-cyano-3-hydroxy-3-(5-methylisoxazol-4-yl)prop-2-enoyl]amino]phenyl]acetate